FC(C1=CC=C(C=C1)[PH2]=O)(F)F p-trifluoromethylphenylphosphine oxide